6-(1-(2,2-difluoroethyl)-4-(3-(2-hydroxypropan-2-yl)phenyl)-1H-imidazol-5-yl)imidazo[1,2-b]pyridazine-3-carbonitrile FC(CN1C=NC(=C1C=1C=CC=2N(N1)C(=CN2)C#N)C2=CC(=CC=C2)C(C)(C)O)F